N-(3-methoxybenzyl)-2-(5-methylpyridin-3-yl)benzo[d]thiazole-6-carboxamide COC=1C=C(CNC(=O)C2=CC3=C(N=C(S3)C=3C=NC=C(C3)C)C=C2)C=CC1